ethyl 1-((3-(isoquinolin-4-yl)-2,4-dioxo-6-(trifluoromethyl)-3,4-dihydroquinazolin-1(2H)-yl)methyl)cyclopropane-1-carboxylate C1=NC=C(C2=CC=CC=C12)N1C(N(C2=CC=C(C=C2C1=O)C(F)(F)F)CC1(CC1)C(=O)OCC)=O